C(CCCCCCCCCCCCCCCCCCCCC)(=O)[O-].C(CCCCCCCCCCCCCCCCCCCCC)(=O)[O-].[Al+2] aluminum di(behenate)